Cl.COC=1C=C(C(=O)O)C=CC1 3-methoxybenzoic acid HCl